NC1=CC=C(C=N1)N1C(N(C2=NC(=NC=C2C1)NC1CCC(CC1)N(C)C)C(C)C)=O 3-(6-aminopyridin-3-yl)-7-(((1r,4r)-4-(dimethylamino)cyclohexyl)amino)-1-isopropyl-3,4-dihydropyrimido[4,5-d]pyrimidin-2(1H)-one